OC1=C(C=CC=C1C)C1=CC(=CC=C1)C hydroxy-3,3'-dimethyl-biphenyl